FCC1=NN2C(C(C(CC2)C2N3C(C4=CC=CC=C24)=CN=C3)O)=C1 2-(fluoromethyl)-5-(5H-imidazo[5,1-a]isoindol-5-yl)-4,5,6,7-tetrahydropyrazolo[1,5-a]pyridin-4-ol